NCCCC1=C(C(=N)N)C=CC=C1S (3-aminopropyl)-3-mercaptobenzamidine